BrC=1C=CC2=C3N(N=C2C1)CCNC3=O 8-bromo-3,4-dihydropyrazino[1,2-b]indazol-1(2H)-one